C(C)(=O)N[C@@H]1[C@H]([C@H]([C@H](O[C@H]1OC)C(=O)NCCCC#C)O)O (2S,3R,4R,5R,6R)-5-acetamido-3,4-dihydroxy-6-methoxy-N-(pent-4-yn-1-yl)tetrahydro-2H-pyran-2-carboxamide